(S,E)-ethyl 4-((S)-2-amino-N,3,3-trimethylbutanamido)-2,5-dimethylhex-2-enoate N[C@H](C(=O)N(C)[C@H](/C=C(/C(=O)OCC)\C)C(C)C)C(C)(C)C